3-propylimidazole bromine salt [Br].C(CC)N1C=NC=C1